2-(4-Carboxy-4'-methoxybiphenyl-3-yl)-1,3-dioxo-2,3-dihydro-1H-isoindole C(=O)(O)C1=C(C=C(C=C1)C1=CC=C(C=C1)OC)N1C(C2=CC=CC=C2C1=O)=O